(R or S)-2-((3-(2-(5-fluoro-thiophen-2-yl)ethyl)-1-(2-(6-methylpyridin-3-yl)propan-2-yl)pyrrolidin-3-yl)methoxy)acetonitrile FC1=CC=C(S1)CC[C@@]1(CN(CC1)C(C)(C)C=1C=NC(=CC1)C)COCC#N |o1:8|